C(CC(=C)C)C1=C(O)C=C(C=C1O)O Isopentenyl-phloroglucinol